CC1=CC=2N(C=C1C1CCN(CC1)S(=O)(=O)C=1C=NC(=CC1)C)C=CN2 7-methyl-6-(1-((6-methylpyridin-3-yl)sulfonyl)piperidin-4-yl)imidazo[1,2-a]pyridine